COC1=NC(=CC=C1C=1C2=C(N=C(N1)N)N1C(C=C2)=NCC1)N1CCNCC1 (2-methoxy-6-(piperazin-1-yl)pyridin-3-yl)-8,9-dihydroimidazo[1',2':1,6]pyrido[2,3-d]pyrimidin-2-amine